ethyl 2-chloro-3-methylbutanoate ClC(C(=O)OCC)C(C)C